CC=1NC2=CC=CC=C2C1 Methylindol